methyl (2S)-2-(tert-butoxycarbonylamino)-2-cyclobutyl-acetate C(C)(C)(C)OC(=O)N[C@H](C(=O)OC)C1CCC1